N-[[6-[4-(2-Pyridylmethyl)piperazin-1-yl]-2-pyridyl]sulfonyl]-2-(2,2,4-trimethylpyrrolidin-1-yl)pyridin-3-carboxamid N1=C(C=CC=C1)CN1CCN(CC1)C1=CC=CC(=N1)S(=O)(=O)NC(=O)C=1C(=NC=CC1)N1C(CC(C1)C)(C)C